FC(C=1C=C(C=CC1)NC1=NC(=NC(=N1)NC1=CC(=CC=C1)F)N1CC(CC1)O)(F)F 1-(4-((3-(trifluoromethyl)phenyl)amino)-6-((3-fluorophenyl)amino)-1,3,5-triazin-2-yl)pyrrolidin-3-ol